[Cu].[Ni].[Al] aluminum-nickel-copper